O=C1NC(CCC1N1C(C2=CC=C(C=C2C1=O)/C=C/C(=O)O)=O)=O (E)-3-(2-(2,6-dioxopiperidin-3-yl)-1,3-dioxoisoindolin-5-yl)acrylic acid